7-(2-methyl-2H-indazol-5-yl)-N-((3aR,5s,6aS)-2-((tetrahydro-2H-pyran-4-yl)methyl)octahydrocyclopenta[c]pyrrol-5-yl)thieno[2,3-d]pyridazin-4-amine CN1N=C2C=CC(=CC2=C1)C=1N=NC(=C2C1SC=C2)NC2C[C@@H]1[C@@H](CN(C1)CC1CCOCC1)C2